5-nitro-1-(3-(trifluoromethyl)benzyl)-1H-indole-3-carboxylic acid [N+](=O)([O-])C=1C=C2C(=CN(C2=CC1)CC1=CC(=CC=C1)C(F)(F)F)C(=O)O